(R)-N-(6-(5-(1-aminocyclopropyl)-6,7-dihydro-5H-pyrrolo[2,1-c][1,2,4]triazol-3-yl)pyridin-2-yl)-3-methoxy-1-(pyrazin-2-yl)-1H-pyrazole-4-carboxamide NC1(CC1)[C@H]1CCC2=NN=C(N21)C2=CC=CC(=N2)NC(=O)C=2C(=NN(C2)C2=NC=CN=C2)OC